pyrrolidine-2-carboxylic acid sodium salt [Na+].N1C(CCC1)C(=O)[O-]